(Z)-5-(4-fluoro-3-hydroxybenzylidene)-3-((tetrahydro-2H-pyran-4-yl)methyl)oxazolidine-2,4-dione FC1=C(C=C(\C=C/2\C(N(C(O2)=O)CC2CCOCC2)=O)C=C1)O